FC=1C(=C(C=CC1F)[C@@H]1[C@@H](O[C@@]([C@H]1CC)(C(F)(F)F)C)C(=O)NC1=CC(=NC=C1)C(=O)N)OC (2R,3R,4S,5S)-4-[[3-(3,4-Difluoro-2-methoxy-phenyl)-4-ethyl-5-methyl-5-(trifluoromethyl)tetrahydrofuran-2-carbonyl]amino]pyridin-2-carboxamid